2,2,2-trifluoroethyl (S)-6-diazo-2-((R)-2-methoxypropanamido)-5-oxohexanoate [N+](=[N-])=CC(CC[C@@H](C(=O)OCC(F)(F)F)NC([C@@H](C)OC)=O)=O